(3-amino-1-methyl-4-oxo-1H-pyrrolo[3,2-c]pyridin-5(4H)-yl)acetic acid ethyl ester hydrochloride Cl.C(C)OC(CN1C(C2=C(C=C1)N(C=C2N)C)=O)=O